N1-(2-(bis(methyl-d3)amino)ethyl)-5-methoxy-N1-methyl-2-nitrobenzene-1,4-diamine C([2H])([2H])([2H])N(CCN(C1=C(C=C(C(=C1)OC)N)[N+](=O)[O-])C)C([2H])([2H])[2H]